ClC=1C(=NC=CC1S)NC chloro-2-(methylamino)pyridine-4-thiol